BrC1=C(C=CC=C1)N1CCN2C(C=3C=CC=CC3CC21C(F)(F)F)=O 1-(2-Bromophenyl)-10a-(trifluoromethyl)-2,3,10,10a-tetrahydroimidazo[1,2-b]isoquinolin-5(1H)-one